N-(4-(((4-Chlorophenyl)sulfonyl)methyl)phenyl)-2-fluoro-5-(4,4,5,5-tetramethyl-1,3,2-dioxaborolan-2-yl)benzamide ClC1=CC=C(C=C1)S(=O)(=O)CC1=CC=C(C=C1)NC(C1=C(C=CC(=C1)B1OC(C(O1)(C)C)(C)C)F)=O